F[C@H]1[C@@H](CN(CC1)C1=NC2=C(N1CC1=NC=C(C=N1)OC)C=C(C=C2)F)N (3R,4R)-4-Fluoro-1-(6-fluoro-1-((5-methoxypyrimidin-2-yl)methyl)-1H-benzo[d]imidazol-2-yl)piperidin-3-amin